3-isothiocyanatopyridine N(=C=S)C=1C=NC=CC1